N1C=C(C2=CC=CC=C12)C([C@H]([C@@H](CO)O)O)C1=CNC2=CC=CC=C12 (2R,3R)-4,4-bis(1H-indol-3-yl)butane-1,2,3-triol